2-(ethylamino)acetonitrile C(C)NCC#N